The molecule is a dicarboxylic acid comprising 2-hydroxy-2H-pyran having two carboxy groups located at the 4- and 6-positions. It is a dicarboxylic acid, a member of pyrans and a lactol. It is a conjugate acid of a 4-carboxy-2-hydroxymuconate semialdehyde hemiacetal(2-). C1=C(C=C(OC1O)C(=O)O)C(=O)O